FC1(COCCC1N1N=C(C(=C1C)[N+](=O)[O-])O)C 1-(3-fluoro-3-methyltetrahydro-2H-pyran-4-yl)-5-methyl-4-nitro-1H-pyrazol-3-ol